methyl 5-(benzo[b]thiophene-3-carboxamido)-6-((2-chloro-5-fluorophenyl)amino)nicotinate S1C2=C(C(=C1)C(=O)NC=1C(=NC=C(C(=O)OC)C1)NC1=C(C=CC(=C1)F)Cl)C=CC=C2